C(C)NS(=O)(=O)N1CC2=C(C3=C(C(N(N=C3)CC3=CN(C4=CN=CC=C43)C(=O)OC(C)(C)C)=O)N2C)CC1 tert-butyl 3-((7-(N-ethylsulfamoyl)-5-methyl-4-oxo-4,5,6,7,8,9-hexahydro-3H-pyrido[4',3':4,5]pyrrolo[2,3-d]pyridazin-3-yl)methyl)-1H-pyrrolo[2,3-c]pyridine-1-carboxylate